tert-butyl (3S,5S)-3-({8-carbamoyl-6-chloropyrido[3,2-d]pyrimidin-4-yl} amino)-5-fluoropiperidin-1-carboxylate C(N)(=O)C1=CC(=NC2=C1N=CN=C2N[C@@H]2CN(C[C@H](C2)F)C(=O)OC(C)(C)C)Cl